C(CCCCCCCCCCCC)(=O)OCCCCCCCCCCCCCCC pentadecyl tridecanoate